FC(O[C@@H]1C[C@]2(CC(CN2C1)=C)CO)F ((2R,7aR)-2-(difluoromethoxy)-6-methylenetetrahydro-1H-pyrrolizin-7a(5H)-yl)methanol